3-ethyl-6-ethynyl-2-methylimidazo[4,5-b]pyridine C(C)N1C(=NC=2C1=NC=C(C2)C#C)C